S1(CC=CC1)=O (5H)-thiophenone